FC=1C=C2C=3C(=C(NC3C1)C1=C(C=C(C=O)C=C1)OC)CCNC2=O 4-(8-fluoro-6-oxo-3,4,5,6-tetrahydro-1H-azepino[5,4,3-cd]indol-2-yl)-3-methoxybenzaldehyde